2-[(furan-3-ylmethyl)amino]benzonitrile O1C=C(C=C1)CNC1=C(C#N)C=CC=C1